6-(4-aminophenyl)-1-(3,4,5-trimethoxyphenyl)-1H-benzo[d][1,2,3]triazole NC1=CC=C(C=C1)C=1C=CC2=C(N(N=N2)C2=CC(=C(C(=C2)OC)OC)OC)C1